N-Boct-butylglycine C(=O)(OC(C)(C)C)NC(C(C)(C)C)C(=O)O